2-(3,5-dichloro-4-((7-methyl-7H-pyrrolo[2,3-d]pyrimidin-4-yl)oxy)phenyl)-3,5-dioxo-2,3,4,5-tetrahydro-[1,2,4]triazine-6-carbonitrile ClC=1C=C(C=C(C1OC=1C2=C(N=CN1)N(C=C2)C)Cl)N2N=C(C(NC2=O)=O)C#N